tert-butyl (1-(4-(4-(aminomethyl)-3-methylphenyl)pyridin-3-yl)piperidin-3-yl)(methyl)carbamate NCC1=C(C=C(C=C1)C1=C(C=NC=C1)N1CC(CCC1)N(C(OC(C)(C)C)=O)C)C